(3r,4r)-3-amino-1-(1-((5-chloropyrimidin-2-yl)methyl)-5-fluoro-1H-benzo[d]imidazol-2-yl)piperidin-4-ol N[C@@H]1CN(CC[C@H]1O)C1=NC2=C(N1CC1=NC=C(C=N1)Cl)C=CC(=C2)F